6-[3-[(4-chloro-1-tetrahydropyran-2-yl-indazol-5-yl)amino]-4-methyl-pyrazol-1-yl]-2-isobutyl-3,4-dihydroisoquinolin-1-one ClC1=C2C=NN(C2=CC=C1NC1=NN(C=C1C)C=1C=C2CCN(C(C2=CC1)=O)CC(C)C)C1OCCCC1